CC1=CC=C(C=C1)S(=O)(=O)N1CC2=CC=CC=C2C[C@H]1CCC(=O)N1CCOCC1 3-[(3R)-2-[(4-Methylphenyl)sulphonyl]-1,2,3,4-tetrahydroisoquinolin-3-yl]-1-(morpholin-4-yl)propan-1-one